5-((((S)-2-(butoxycarbonyl)-4,4-difluoropyrrolidin-1-yl)(phenoxy)phosphoryl)difluoromethyl)benzo[b]thiophene-2-carboxylic acid C(CCC)OC(=O)[C@H]1N(CC(C1)(F)F)P(=O)(OC1=CC=CC=C1)C(C1=CC2=C(SC(=C2)C(=O)O)C=C1)(F)F